1-(3-fluoro-4-methylbenzyl)-8-(trifluoromethyl)-3,4-dihydro-1H-benzo[b]azepine FC=1C=C(CN2C3=C(CCCC2)C=CC(=C3)C(F)(F)F)C=CC1C